COC=1C=C2C(=CC=NC2=CC1OC)OC1=C(C=C(C=N1)NC(=O)C1(CC1)C(=O)NC1=CC=C(C=C1)F)Cl N-(6-{[6,7-bis(methyloxy)quinolin-4-yl]oxy}-5-chloropyridin-3-yl)-N'-(4-fluorophenyl)cyclopropane-1,1-dicarboxamide